2-(difluoromethyl)-8-methoxy-3-(1-(4,4,4-trifluorobutyl)-1H-pyrazol-4-yl)-4H-pyrido[1,2-a]pyrimidin-4-one FC(C=1N=C2N(C(C1C=1C=NN(C1)CCCC(F)(F)F)=O)C=CC(=C2)OC)F